(8R)-2-chloro-N-(5-chloro-6-(4-methylmorpholin-2-yl)pyridin-3-yl)-8-methyl-8-(trifluoromethyl)-7,8-dihydro-6H-pyrazolo[1,5-a]pyrrolo[2,3-e]pyrimidine-6-carboxamide ClC1=NN2C(N=CC3=C2[C@@](CN3C(=O)NC=3C=NC(=C(C3)Cl)C3CN(CCO3)C)(C(F)(F)F)C)=C1